OC1(C(N(C2=CC=CC=C12)C(=O)N)([2H])[2H])C(F)(F)F 3-hydroxy-3-(trifluoromethyl)indole-2,2-d2-1-carboxamide